(S)-tetra-hydrofuran-3-ol O1C[C@H](CC1)O